C(=C)CC(=O)O vinylacetic acid